N-[(6-Amino-2-pyridyl)sulfonyl]-6-(3,6-dihydro-2H-thiopyran-4-yl)-2-(2,4,6-trimethylphenoxy)pyridin-3-carboxamid NC1=CC=CC(=N1)S(=O)(=O)NC(=O)C=1C(=NC(=CC1)C=1CCSCC1)OC1=C(C=C(C=C1C)C)C